The molecule is a Good's buffer substance, pKa = 7.15 at 20 ℃. It is a BES and an amino sulfonic acid. It is a conjugate acid of a 2-[bis(2-hydroxyethyl)amino]ethanesulfonate. It is a tautomer of a 2-[bis(2-hydroxyethyl)ammonio]ethanesulfonate. C(CO)N(CCO)CCS(=O)(=O)O